5,5-dimethyl-3-((2,3,5,6-tetrafluoro-4-(methoxymethyl)benzyl)thio)-4,5-dihydroisoxazole CC1(CC(=NO1)SCC1=C(C(=C(C(=C1F)F)COC)F)F)C